C(C1=CC=CC=C1)C=1C=C(C=CC1)NC(=O)NCC1CN(CC1)C#N 1-(3-Benzylphenyl)-3-((1-cyanopyrrolidin-3-yl)methyl)urea